N-(2-(4,4-Difluoropiperidin-1-yl)ethyl)-4'-(5-(trifluoromethyl)-1,2,4-oxadiazol-3-yl)-[2,2'-bipyridin]-4-amine FC1(CCN(CC1)CCNC1=CC(=NC=C1)C1=NC=CC(=C1)C1=NOC(=N1)C(F)(F)F)F